ClC=1N=NC=C(C1)OC(F)F 3-Chloro-5-(difluoromethoxy)pyridazine